OC(=O)C(F)(F)F.ClC1=CC(=C(C=C1)N1CCC2(CC1)C=1C=CC(=NC1CN(C2)C[C@@H]2NCCC2)C=2C(=NC=CC2)OCC)C(F)F 1'-[4-chloro-2-(difluoromethyl)phenyl]-2-(2-ethoxy-3-pyridinyl)-7-[[(2R)-pyrrolidin-2-yl]methyl]spiro[6,8-dihydro-1,7-naphthyridine-5,4'-piperidine] TFA salt